3-[2-(6-chloro-imidazo[1,2-a]pyridin-3-yl)-pyrimidin-4-yl]-3-aza-bicyclo[4.1.0]heptane-6-ol ClC=1C=CC=2N(C1)C(=CN2)C2=NC=CC(=N2)N2CC1CC1(CC2)O